butyl-5-(2,6-dimethoxyphenyl)-4-hydroxypyridin-2(1H)-one C(CCC)N1C(C=C(C(=C1)C1=C(C=CC=C1OC)OC)O)=O